N-[4-[4-[2-(di-methylamino)acetyl]piperazine-1-carbonyl]-3-methyl-phenyl]-5-[6-(dimethylamino)-2,5-difluoro-3-pyridyl]-1-methyl-imidazole-2-carboxamide CN(CC(=O)N1CCN(CC1)C(=O)C1=C(C=C(C=C1)NC(=O)C=1N(C(=CN1)C=1C(=NC(=C(C1)F)N(C)C)F)C)C)C